1-(6-amino-5-fluoro-3-methylpyridin-2-yl)-N-(5-chloro-2-methyl-6-(2H-1,2,3-triazol-2-yl)pyridin-3-yl)-5-(trifluoromethyl)-1H-pyrazole-4-carboxamide NC1=C(C=C(C(=N1)N1N=CC(=C1C(F)(F)F)C(=O)NC=1C(=NC(=C(C1)Cl)N1N=CC=N1)C)C)F